1-(3,4-dichlorophenyl)-3-(4-(hydroxyamino)-6-isopropylpyrimidin-2-yl)urea ClC=1C=C(C=CC1Cl)NC(=O)NC1=NC(=CC(=N1)NO)C(C)C